methyl 4,6,7,8-tetrahydro-4-oxopyrrolo[1,2-a]pyrimidine-6-carboxylate O=C1C=CN=C2N1C(CC2)C(=O)OC